CN1C2=C(C=3C=C(C=CC13)Br)N=C(N=C2OC)C(=O)O.C(C2=CC=CC=C2)(C2=CC=CC=C2)(C2=CC=CC=C2)C=C(C(=O)O)C.N[C@@H](CC2=CNC=N2)C(=O)O histidine (trityl)-methyl-acrylate methyl-8-bromo-4-methoxy-5H-pyrimido[5,4-b]indole-2-carboxylate